(S)-1-((2-aminopyridin-4-yl)methyl)-5-cyclohexyl-3-(4-((trifluoromethyl)thio)phenyl)imidazolidine-2,4-dione NC1=NC=CC(=C1)CN1C(N(C([C@@H]1C1CCCCC1)=O)C1=CC=C(C=C1)SC(F)(F)F)=O